COC1=C(CNC2=C3N=CN(C3=NC=N2)C2[C@H](O)[C@@H](O)[C@H](O)[C@H](O2)CO)OC=C1 6-(3-methoxyfurfurylamino)-9-glucopyranosylpurine